6-(7-(aminomethyl)-7-(pyridin-2-yl)-3-azabicyclo[4.1.0]heptan-3-yl)-3-((2-(trifluoromethyl)pyridin-3-yl)thio)pyrazin-2-amine NCC1(C2CCN(CC12)C1=CN=C(C(=N1)N)SC=1C(=NC=CC1)C(F)(F)F)C1=NC=CC=C1